Methyl 2-[[4-[6-[(6-ethynyl-4-fluoro-3-pyridyl)methoxy]-2-pyridyl]-2,5-difluorophenyl]methyl]-3-[[(2S)-oxetan-2-yl]methyl]benzimidazole-5-carboxylate C(#C)C1=CC(=C(C=N1)COC1=CC=CC(=N1)C1=CC(=C(C=C1F)CC=1N(C2=C(N1)C=CC(=C2)C(=O)OC)C[C@H]2OCC2)F)F